The molecule is a carotenoid ether that is spirilloxanthin substituted at positions 2 and 2' by oxo and hydroxy groups respectively. It is a carotenone, a carotenoid ether and a carotenol. It derives from a spirilloxanthin. C/C(=C\\C=C\\C=C(/C)\\C=C\\C=C(/C)\\C=C\\C=C(/C)\\C=C\\C(=O)C(C)(C)OC)/C=C/C=C(\\C)/C=C/C=C(\\C)/C=C/C(C(C)(C)OC)O